2-([1-(2-Chlorophenyl)-5-[3-(oxetan-3-yl-methoxy)phenyl]-1H-pyrazol-3-yl]-methoxy)-2-methylpropanoic acid ClC1=C(C=CC=C1)N1N=C(C=C1C1=CC(=CC=C1)OCC1COC1)COC(C(=O)O)(C)C